salicylic acid ethylenediamine salt C(CN)N.C(C=1C(O)=CC=CC1)(=O)O